COC(C(CCC(C(=O)OC)Cl)Cl)=O 2,5-dichloroadipic acid dimethyl ester